5-(4-[(4-(1-(4-amino-2-cyclopropyl-5-methoxyphenyl)piperidin-4-yl)piperazin-1-yl)methyl]piperidin-1-yl)-2-(2,6-dioxopiperidin-3-yl)-2,3-dihydro-1H-isoindole-1,3-dione NC1=CC(=C(C=C1OC)N1CCC(CC1)N1CCN(CC1)CC1CCN(CC1)C=1C=C2C(N(C(C2=CC1)=O)C1C(NC(CC1)=O)=O)=O)C1CC1